6-amino-N-(8-methoxy-2,3-dihydroimidazo[1,2-c]quinazolin-5-yl)nicotinamide tert-Butyl-(4-(hydroxymethyl)bicyclo[2.2.2]octan-1-yl)carbamate C(C)(C)(C)N(C(O)=O)C12CCC(CC1)(CC2)CO.NC2=NC=C(C(=O)NC1=NC=3C=C(C=CC3C=3N1CCN3)OC)C=C2